ClC1=C(C(=C(C=C1OC)OC)Cl)C1=NC(=C2C=C(N=CC2=C1)NC1=C(C=CC=C1C)NC(C=C)=O)NCC1COCC1 N-(2-((7-(2,6-dichloro-3,5-dimethoxyphenyl)-5-(((tetrahydrofuran-3-yl)methyl)amino)-2,6-naphthyridin-3-yl)amino)-3-methylphenyl)acrylamide